C[C@H]1CC[C@@]2([C@H]3CC[C@@H]4[C@]5(CC[C@@H]([C@@H]5CC[C@]4([C@@]3(CC[C@H]2C1(C)C)C)C)[C@H](C)C[C@H]([C@H]([C@H]([C@H](CN)O)O)O)O)C)C The molecule is a member of the class of hopanoids that is bacteriohopane-31,32,33,34-tetrol carrying additional methyl and amino substituents at positions 3 and 35 respectively. Isolated from Methylococcus capsulatus. It has a role as a bacterial metabolite. It is a hopanoid, a tetrol and a primary amino compound.